O1CCN(CC1)CCN1C=NC2=CC=C(C=C2C1=O)C=1C=CC2=C(NC(=N2)NC(CC)=O)C1 N-(6-(3-(2-morpholinoethyl)-4-oxo-3,4-dihydroquinazolin-6-yl)-1H-benzo[d]imidazol-2-yl)propionamide